C12C3CCCC3C(C(C1)OC(C=C)=O)C2 acrylic acid tricyclo[5.2.1.02,6]Decan-8-yl ester